4-[[3-fluoro-2-methoxy-propyl]-[4-(5,6,7,8-tetrahydro-1,8-naphthyridin-2-yl)butyl]amino]-2-[[2-fluoro-6-(trifluoromethyl)benzoyl]amino]butanoic acid FCC(CN(CCC(C(=O)O)NC(C1=C(C=CC=C1C(F)(F)F)F)=O)CCCCC1=NC=2NCCCC2C=C1)OC